8-oxa-2,2-dimethyl-octanoic acid CC(C(=O)O)(CCCCCO)C